5-(4-((2R,5S)-5-(4-chlorobenzyl)-2-((methylthio)methyl)morpholino)piperidin-1-yl)-4H-1,2,4-triazol-3-amine dihydrochloride Cl.Cl.ClC1=CC=C(C[C@@H]2N(C[C@@H](OC2)CSC)C2CCN(CC2)C=2NC(=NN2)N)C=C1